O1CCC(=CC1)N1C(C=C(C=C1)NC(OC(C)(C)C)=O)=O tert-butyl (1-(3,6-dihydro-2H-pyran-4-yl)-2-oxo-1,2-dihydropyridin-4-yl)carbamate